OC=1C=CC=C2CCOC(C12)CNC(OC(C)(C)C)=O tert-Butyl ((8-hydroxyisochroman-1-yl)methyl)carbamate